FC=1C=2N(C=C(C1)C1=CNC=3N=C(N=CC31)N[C@H](C(F)(F)F)C)N=CN2 (S)-5-(8-fluoro-[1,2,4]triazolo[1,5-a]pyridin-6-yl)-N-(1,1,1-trifluoropropan-2-yl)-7H-pyrrolo[2,3-d]pyrimidin-2-amine